6-(2,6-dichloro-4-nitrophenoxy)-2-(cyclopropylmethyl)-3,4-dihydroisoquinoline ClC1=C(OC=2C=C3CCN(CC3=CC2)CC2CC2)C(=CC(=C1)[N+](=O)[O-])Cl